4-fluoro-1-methyl-2-(4-(methylsulfonyl)phenyl)-5-(r-(oxetan-3-yl)-[1,4'-bipiperidin]-4-yl)-1H-benzo[d]imidazole FC1=C(C=CC=2N(C(=NC21)C2=CC=C(C=C2)S(=O)(=O)C)C)C2C[C@@H](N(CC2)C2CCNCC2)C2COC2